(9aR,10S)-10-((R)-(2,3-Difluorophenyl)(3-fluorophenyl)methyl)-4-((5-methyl-2-oxo-1,3-dioxol-4-yl)methoxy)-8,9,9a,10-tetrahydro-7H-pyrrolo[1',2':4,5]pyrazino[1,2-b]pyridazin-3,5-dion FC1=C(C=CC=C1F)[C@H]([C@H]1[C@@H]2N(C(C=3N1N=CC(C3OCC=3OC(OC3C)=O)=O)=O)CCC2)C2=CC(=CC=C2)F